FC=1C=C(C=CC1)CC1=NN=C(S1)N 5-[(3-fluorophenyl)methyl]-1,3,4-thiadiazole-2-amine